tert-butyl (R)-2-(hydrazinecarbonyl)azetidine-1-carboxylate N(N)C(=O)[C@@H]1N(CC1)C(=O)OC(C)(C)C